N-(1-phenylpiperidin-4-yl)-N-(p-tolyl)cyclohexanecarboxamide C1(=CC=CC=C1)N1CCC(CC1)N(C(=O)C1CCCCC1)C1=CC=C(C=C1)C